CC1=C2C=CNC2=CC=C1OC=1C=C(C=CC1)C1=NN(C=C1)CC=1C=C(C=CC1)CCC(=O)O 3-(3-((3-(3-((4-Methyl-1H-indol-5-yl)oxy)phenyl)-1H-pyrazol-1-yl)methyl)phenyl)propanoic acid